ClC1=CC=CC(=N1)N1CCC(CC1)C(C(=O)OCC)C ethyl 2-(1-(6-chloropyridin-2-yl)piperidin-4-yl)propanoate